(R)-2-(((tert-Butoxycarbonyl)amino)methyl)-4-methoxybutyric acid C(C)(C)(C)OC(=O)NC[C@H](C(=O)O)CCOC